3-(5-cyclopropyl-6-methyl-1-oxoisoindolin-2-yl)piperidine-2,6-dione C1(CC1)C=1C=C2CN(C(C2=CC1C)=O)C1C(NC(CC1)=O)=O